BrC1=C(C=O)C(=CN=C1)N1C(C=2C=C3CCCCN3C2CC1)=O 3-Bromo-5-(1-oxo-3,4,6,7,8,9-hexahydropyrido[3,4-b]indolizin-2(1H)-yl)isonicotinaldehyde